FC=1C=C(C(=O)OCC(C)(NC(=O)C=2C=C3C(=NC2)N(C=C3)C)C)C=CC1 2-methyl-2-(1-methyl-1H-pyrrolo[2,3-b]pyridine-5-carboxamido)propyl 3-fluorobenzoate